ClC=1C(=CC=2N(N1)C(C(=C(N2)C)C)=O)C 7-chloro-2,3,8-trimethyl-pyrimido[1,2-b]Pyridazin-4-one